C12(CC3CC(CC(C1)C3)C2)NCCCCCCCNC2=C3C(N(C(C3=CC(=C2)F)=O)C2C(NC(CC2)=O)=O)=O 4-((7-((adamantan-1-yl)amino)heptyl)amino)-2-(2,6-dioxopiperidin-3-yl)-6-fluoroisoindoline-1,3-dione